CC=1OC(=CC1C(=O)NC1=NC(=NS1)CC(C)=O)C1=CC(=CC=C1)Br 2-methyl-5-(3-bromophenyl)-N-(3-(2-oxopropyl)-1,2,4-thiadiazol-5-yl)furan-3-carboxamide